8-fluoro-2-{4-[(methylamino)methyl]phenyl}-1,3,4,5-tetrahydro-6H-azepino[5,4,3-cd]indol-6-one Hemi-Edisylate S(=O)(=O)(O)CCS(=O)(=O)O.FC=1C=C2C=3C(=C(NC3C1)C1=CC=C(C=C1)CNC)CCNC2=O.FC=2C=C1C=3C(=C(NC3C2)C2=CC=C(C=C2)CNC)CCNC1=O